ClC=1C=C(C=CC1)[C@@H]1[C@H](C1)C(=O)NC1=NC=NC(=C1)NCC=1N=C2N(C=C(C=C2S(N(C)C)(=O)=O)C2CC2)C1 (1S,2S)-2-(3-chlorophenyl)-N-(6-(((6-cyclopropyl-8-(N,N-dimethyl-sulfamoyl)imidazolo[1,2-a]pyridin-2-yl)methyl)amino)pyrimidin-4-yl)cyclopropane-1-carboxamide